OC[C@H](C)N1C=NC2=C(C1=O)C=C(N=C2N2C=NC=C2)C2=CC=C(C=C2)OC(F)(F)F (S)-3-(1-hydroxypropan-2-yl)-8-(1H-imidazol-1-yl)-6-(4-(trifluoromethoxy)phenyl)pyrido[3,4-d]pyrimidin-4(3H)-one